3-bromophenyl-1,10-phenanthroline BrC=1C=C(C=CC1)C1=NC2=C3N=CC=CC3=CC=C2C=C1